[Br-].C(CC)[NH2+]N(C)C propyldimethylaminoammonium bromide